NC1=NC(C2=C(N1)NC[C@@H](C2)CCC2=CC=C(S2)C(=O)N[C@H](C(=O)O)CCC(=O)O)=O (2S)-2-[[5-[2-[(6R)-2-amino-4-oxo-5,6,7,8-tetrahydro-1H-pyrido[2,3-d]pyrimidin-6-yl]ethyl]thiophene-2-carbonyl]amino]pentanedioic acid